1,3-bis(1-isocyanato-1-methylethyl)benzene tert-butyl-4-(1-(4-(4-(2,6-dioxopiperidin-3-yl)phenyl)piperazin-1-yl)propan-2-yl)piperidine-1-carboxylate C(C)(C)(C)OC(=O)N1CCC(CC1)C(CN1CCN(CC1)C1=CC=C(C=C1)C1C(NC(CC1)=O)=O)C.N(=C=O)C(C)(C)C1=CC(=CC=C1)C(C)(N=C=O)C